3-([[5-(pyridin-4-yl)-4H-1,2,4-triazol-3-yl]methyl]amino)benzoic acid N1=CC=C(C=C1)C=1NC(=NN1)CNC=1C=C(C(=O)O)C=CC1